octanylsilane C(CCCCCCC)[SiH3]